6-(2-(ethoxymethoxy)-4-ethynylphenyl)-N,N-dimethyl-3-(methylthio)-1,2,4-triazine-5-Amine C(C)OCOC1=C(C=CC(=C1)C#C)C1=C(N=C(N=N1)SC)N(C)C